2-ethyl-4-methoxymethyl-3,5,6-trifluorobenzyl (1R)-trans-3-(1-propenyl)-2,2-dimethylcyclopropanecarboxylate C(=CC)[C@H]1C([C@@H]1C(=O)OCC1=C(C(=C(C(=C1F)F)COC)F)CC)(C)C